N-(2-methoxy-4-(2-(trifluoromethoxy)ethoxy)phenyl)-7-methylquinolin-4-amine COC1=C(C=CC(=C1)OCCOC(F)(F)F)NC1=CC=NC2=CC(=CC=C12)C